CC1=NOC(=C1)NC(=O)C1C(CCCC1)C(C1=CC=C(C=C1)C1=CC=NN1)=O N-(3-Methyl-1,2-oxazol-5-yl)-2-[4-(1H-pyrazol-5-yl)benzoyl]cyclohexanecarboxamide